Aluminium tris(isopropoxid) CC([O-])C.CC([O-])C.CC([O-])C.[Al+3]